C(C)NC1=CC(=CC(=N1)N1C(C2=CC(=CC(=C2C1)S(=O)C)CN1C[C@H](CCC1)C)=O)C1(COC1)CC1=NN=CN1C 2-[6-(ethylamino)-4-{3-[(4-methyl-1,2,4-triazol-3-yl)methyl]oxetan-3-yl}pyridin-2-yl]-4-methanesulfinyl-6-{[(3S)-3-methylpiperidin-1-yl]methyl}-3H-isoindol-1-one